CC1=CC=C(CNC(CCC2=CC=CC=C2)=O)C=C1 N-(4-methylbenzyl)-3-phenylpropionamide